4-(benzothiophene-3-yl)-N-(4-fluoro-2-methoxy-5-nitrophenyl)pyrimidin-2-amine S1C=C(C2=C1C=CC=C2)C2=NC(=NC=C2)NC2=C(C=C(C(=C2)[N+](=O)[O-])F)OC